1-(2-(3-((9-((2-(2,6-Dioxopiperidin-3-yl)-1,3-dioxoisoindolin-5-yl)amino)-N-methylnonanamido)methyl)phenoxy)ethyl)-N-hydroxy-1H-indole-6-carboxamide O=C1NC(CCC1N1C(C2=CC=C(C=C2C1=O)NCCCCCCCCC(=O)N(C)CC=1C=C(OCCN2C=CC3=CC=C(C=C23)C(=O)NO)C=CC1)=O)=O